CN1C(N(CC=2C1=NC(=NC2)NC2=CC=C(C=C2)N2CCN(CC2)C)C2CCN(C1=CC=CC=C21)C(=O)OC(C)(C)C)=O tert-butyl 4-[1-methyl-7-[4-(4-methylpiperazin-1-yl)anilino]-2-oxo-4H-pyrimido[4,5-d]pyrimidin-3-yl]-3,4-dihydro-2H-quinoline-1-carboxylate